[N+](=O)([O-])C=1C=C2C(=NNC(C2=CC1)=O)C1=CC=CC=C1 6-nitro-4-phenylphthalazin-1(2H)-one